FS(C1=CC=C(OC=2C(=NC=CN2)C=2C=C3C(=NC=NC3=CC2)N)C=C1)(F)(F)(F)F 6-(3-(4-(Pentafluoro-λ6-sulfaneyl)phenoxy)pyrazin-2-yl)quinazolin-4-amine